ClN1C(N(C(C1(C)C)=O)Cl)(C)C 1,3-dichloro-2,2,5,5-tetramethylimidazolidin-4-one